COC(C1CCN(CC1)C1=CC=C(C=C1)[C@@H]1C=2C=CC(=CC2C(C[C@@H]1C1=C(C=CC=C1)F)(F)F)O)OC (5R,6S)-5-(4-(4-(dimethoxymethyl)piperidin-1-yl)phenyl)-8,8-difluoro-6-(2-fluorophenyl)-5,6,7,8-tetrahydronaphthalen-2-ol